ClC1=CC=2NC3=CC=CC=C3N(C2C=C1)C1=CC=CC=C1 2-chloro-5-phenyl-5,10-dihydrophenazine